tert-butyl-4-[2-[[5-[[(2S)-2-(4,5-dichloro-6-oxo-pyridazin-1-yl)propanoyl]amino]-2-methyl-phenyl]sulfonylamino]ethyl]benzoate C(C)(C)(C)OC(C1=CC=C(C=C1)CCNS(=O)(=O)C1=C(C=CC(=C1)NC([C@H](C)N1N=CC(=C(C1=O)Cl)Cl)=O)C)=O